hexadec-9-ene-1,3-diol C(CC(CCCCCC=CCCCCCC)O)O